[4-amino-2-(4-fluoroanilino)-1,3-thiazol-5-yl][2-(difluoromethyl)pyridin-4-yl]methanone NC=1N=C(SC1C(=O)C1=CC(=NC=C1)C(F)F)NC1=CC=C(C=C1)F